C(C)(C)(C)[Si](OCC1=NC=CC(=C1)B1OC(C(O1)(C)C)(C)C)(C)C tert-butyl-dimethyl-[[4-(4,4,5,5-tetramethyl-1,3,2-dioxaborolan-2-yl)-2-pyridyl]methoxy]silane